N-(2-chloropyridin-3-yl)-4-(2-(4-methylpiperidin-1-yl)benzyl)piperazine-1-carboxamide ClC1=NC=CC=C1NC(=O)N1CCN(CC1)CC1=C(C=CC=C1)N1CCC(CC1)C